ClC1=C(CN2N=NC(=C2)C=2C=CC(=NC2)N)C=CC(=C1)C=1OC(=NN1)C(F)F 5-(1-(2-chloro-4-(5-(difluoromethyl)-1,3,4-oxadiazol-2-yl)benzyl)-1H-1,2,3-triazol-4-yl)pyridin-2-amine